C1(CC1)N(C=1OC2=C(N1)C=C(C=C2)NC(=O)C2=CC1=C(OCO1)C=C2)C2COC2 benzo[1,3]dioxole-5-carboxylic acid [2-(cyclopropyl-oxetan-3-yl-amino)-benzooxazol-5-yl]-amide